N-[3-[2-(difluoromethoxy)-5-[4-(dimethylcarbamoyl)-3-methyl-phenoxy]phenyl]-1-methyl-pyrazol-4-yl]pyrazolo[1,5-a]pyrimidine-3-carboxamide FC(OC1=C(C=C(C=C1)OC1=CC(=C(C=C1)C(N(C)C)=O)C)C1=NN(C=C1NC(=O)C=1C=NN2C1N=CC=C2)C)F